nitrogen oxygen [O].[N]